tert-butyl (R)-8-((tert-butyldiphenylsilyl) oxy)-3-hydroxyoctanoate [Si](C1=CC=CC=C1)(C1=CC=CC=C1)(C(C)(C)C)OCCCCC[C@H](CC(=O)OC(C)(C)C)O